morpholinouracil C1COCCN1N2C(=O)C=CNC2=O